C(C1=CC=CC=C1)NC(C([C@H](C[C@H]1C(NCC1)=O)NC(=O)[C@H]1NCCC(C1)(C)C)O)=O (2S)-N-((2S)-4-(benzylamino)-3-hydroxy-4-oxo-1-((S)-2-oxopyrrolidin-3-yl)butan-2-yl)-4,4-dimethylpiperidine-2-carboxamide